(S)-1-(6-(4-Aminophenyl)-2-methyl-3,4-dihydroquinolin-1(2H)-yl)ethan-1-one NC1=CC=C(C=C1)C=1C=C2CC[C@@H](N(C2=CC1)C(C)=O)C